NC=1C=C(CC#N)C=CC1 m-aminobenzylcyanide